FC(N1N=C(N=N1)C=1C(=NC=C(C1)C1=CC=C(C=C1)F)C#N)F 3-(2-(difluoromethyl)-2H-tetrazol-5-yl)-5-(4-fluorophenyl)picolinonitrile